ClC=1C(=NC=CC1C1=C(C(=CC=C1)C1=NC(=C(C=C1)CNC)OC)Cl)C=1C=C2CN(CC2=CC1)C(=O)OC(C)(C)C tert-Butyl 5-(3-chloro-4-(2-chloro-3-(6-methoxy-5-((methylamino)methyl)pyridin-2-yl)phenyl)pyridin-2-yl)isoindoline-2-carboxylate